ClC=1C=C(C=C(C1)Cl)C1=CC=C(S1)CC(=O)NCCN1CCOCC1 2-(5-(3,5-dichlorophenyl)thiophen-2-yl)-N-(2-morpholinoethyl)acetamide